6-(7-(4-(dimethylcarbamoyl)-3-methylphenyl)-5H-pyrrolo[2,3-b]pyrazin-2-yl)-8-methyl-3,4-dihydroisoquinoline-2(1H)-carboxylic acid tert-butyl ester C(C)(C)(C)OC(=O)N1CC2=C(C=C(C=C2CC1)C=1N=C2C(=NC1)NC=C2C2=CC(=C(C=C2)C(N(C)C)=O)C)C